ClC=1C=C(C=CC1C1CCCCC1)C1=NC(=NO1)C1=CC=C(CN2CCC(CC2)(C(=O)O)C)C=C1 1-{4-[5-(3-chloro-4-cyclohexylphenyl)-[1,2,4]-oxadiazol-3-yl]benzyl}-4-methylpiperidine-4-carboxylic acid